C(C)(C)(C)OC(=O)N1CC2(C1)C=C(C2)C2=NC=C(C=N2)Cl 6-(5-chloropyrimidin-2-yl)-2-azaspiro[3.3]Hepta-5-ene-2-carboxylic acid tert-butyl ester